BrC1=C(C=C(C(=O)OC)C=C1F)F methyl 4-bromo-3,5-difluorobenzoate